COC1=CC=C(C2=CC=CC=C12)CC1=CN=C2C(=NC(=NN21)OC[C@H]2N(CCC2)C)O (S)-7-((4-methoxynaphthalen-1-yl)methyl)-2-((1-methylpyrrolidin-2-yl)methoxy)imidazo[2,1-f][1,2,4]triazin-4-ol